N-(2-(p-tolylethynyl)phenyl)methanesulfonamide C1(=CC=C(C=C1)C#CC1=C(C=CC=C1)NS(=O)(=O)C)C